(3-chloro-4-(methylsulfonyl)phenyl)methanol ClC=1C=C(C=CC1S(=O)(=O)C)CO